4-[3-(2,6-dioxo-3-piperidyl)-1-methyl-indazol-6-yl]-2-(trifluoromethyl)piperazin O=C1NC(CCC1C1=NN(C2=CC(=CC=C12)N1CC(NCC1)C(F)(F)F)C)=O